COC=1C=CC=2N(C1)N=CC2C(=O)O 6-methoxy-pyrazolo[1,5-a]pyridine-3-carboxylic acid